5-bromo-3-hydroxy-4-methyl-3H-isobenzofuran-1-one BrC=1C(=C2C(OC(C2=CC1)=O)O)C